2-[1-[4-[(2,6-dioxo-3-piperidyl)amino]-2,6-difluoro-phenyl]-4-hydroxy-4-piperidyl]acetic acid hydrochloride Cl.O=C1NC(CCC1NC1=CC(=C(C(=C1)F)N1CCC(CC1)(O)CC(=O)O)F)=O